CC1=C(C=CC=C1)[C@@H]1C(OC(O1)=O)(C)C (R)-5-(2-Methylphenyl)-4,4-dimethyl-1,3-dioxolan-2-one